OC1(C(SC(C1=O)C)C(=O)OC)C methyl 3-hydroxy-3,5-dimethyl-4-oxotetrahydrothiophene-2-carboxylate